3-(tert-butoxycarbonylamino)oxetane-3-carboxylic acid [(Z)-[amino-[(3R)-3-(tert-butoxycarbonylamino)-4-oxo-3,5-dihydro-2H-1,5-benzothiazepine-7-Yl] methylene] amino] ester N\C(\C=1C=CC2=C(NC([C@H](CS2)NC(=O)OC(C)(C)C)=O)C1)=N/OC(=O)C1(COC1)NC(=O)OC(C)(C)C